C(C)(=O)[O-].C(CC)[N+]1(CCCCC1)C 1-Propyl-1-Methylpiperidinium acetat